trans-4-((4-(2-Cyclopropylthiazol-5-yl) pyridin-2-yl)(((trans)-4-(4-methoxy-3-methylphenyl) cyclohexyl)methyl) carbamoyl)cyclohexyl oxetan-3-ylcarbamate O1CC(C1)NC(O[C@@H]1CC[C@H](CC1)C(N(C[C@@H]1CC[C@H](CC1)C1=CC(=C(C=C1)OC)C)C1=NC=CC(=C1)C1=CN=C(S1)C1CC1)=O)=O